OC(CN1CCN(CC1)C(=O)C1CC2(CC(C2)NC(=O)NCC2=CC=C(C=C2)OC)C1)(C)C 1-(6-(4-(2-hydroxy-2-methylpropyl)piperazine-1-carbonyl)spiro[3.3]heptan-2-yl)-3-(4-methoxybenzyl)urea